NC=1N=C(SC1C(=O)C1=CC(=NO1)C(=O)NC1CCCC1)N(C1=CC(=C(C=C1)F)F)[C@H](C(=O)N)C (S)-5-[4-amino-2-(N-(2-amino-1-methyl-2-oxo-ethyl)-3,4-difluoro-anilino)thiazole-5-carbonyl]-N-cyclopentyl-isoxazole-3-carboxamide